[C@@H]1(C[C@H](O)[C@@H](CO)O1)N1C(=O)N=C(N)C=C1 2'-DEOXYCYTIDINE